ClC=1C=C2C(=C(C(NC2=CC1)=O)C1=NNC(C1)C1=CC2=CN(N=C2C=C1)C)C1=CC=CC=C1 6-chloro-3-[5-(2-methylindazol-5-yl)-4,5-dihydro-1H-pyrazol-3-yl]-4-phenyl-1H-quinolin-2-one